4-(4-fluorophenyl)-N-((1-methylpyrrolidin-3-yl)methyl)-3,4-dihydroquinoxaline-1(2H)-carboxamid FC1=CC=C(C=C1)N1CCN(C2=CC=CC=C12)C(=O)NCC1CN(CC1)C